COC=1C=C(C=CC1)NC1=NC2=C(C3=CN=CC=C13)C=C(N2)C(=O)O 5-((3-methoxyphenyl)amino)-7H-pyrrolo[2,3-c][2,6]naphthyridine-8-carboxylic Acid